tert-butyl 4-[3-(2-chlorophenyl)-4-[(4-ethoxycarbonyl-4-fluoro-1-piperidyl)sulfonyl]phenyl]piperazine-1-carboxylate ClC1=C(C=CC=C1)C=1C=C(C=CC1S(=O)(=O)N1CCC(CC1)(F)C(=O)OCC)N1CCN(CC1)C(=O)OC(C)(C)C